FC(OC1=CC=CC=2C(N([C@H]3C=4N([C@@H](C21)C3)C3=C(N4)C=CC(=C3)C#CCCCO)C([2H])([2H])[2H])=O)F (7R,14R)-1-(difluoromethoxy)-11-(5-hydroxypent-1-yn-1-yl)-6-(methyl-d3)-6,7-dihydro-7,14-methanobenzo[f]benzo[4,5]imidazo[1,2-a][1,4]diazocin-5(14H)-one